C(C)(C)(C)OC(=O)N1[C@@H](C[C@H](C1)CC1CCC2(CC2)CC1)C(NCC1=CC2=C(N(N=N2)C)C=C1)=O (2S,4R)-2-[(1-methylbenzotriazole-5-yl)methylcarbamoyl]-4-(spiro[2.5]oct-6-ylmethyl)pyrrolidine-1-carboxylic acid tert-butyl ester